C(#C)[C@]1(CCC(C=2N(C1)N=C1C2CN([C@@H](C1)C)C(=O)OC(C)(C)C)(F)F)O |o1:2| (3R,8S*)-tert-Butyl 8-ethynyl-11,11-difluoro-8-hydroxy-3-methyl-3,4,8,9,10,11-hexahydro-1H-pyrido[4',3':3,4]pyrazolo[1,5-a]azepine-2(7H)-carboxylate